fluoren-4-amin C1=CC=C(C=2C3=CC=CC=C3CC12)N